1-(butyl(2-hydroxyethyl)-amino)-2-methylpropan-2-ol C(CCC)N(CC(C)(O)C)CCO